C(C)[C@@H]1N(C[C@H](N(C1)C(C)C1=NC2=C(N1CC)CCCC2)CC)C=2C=1C(N(C(C2)=O)C)=CN(N1)CC#N 2-(7-((2S,5R)-2,5-diethyl-4-(1-(1-ethyl-4,5,6,7-tetrahydro-1H-benzo[d]imidazol-2-yl)ethyl)piperazin-1-yl)-4-methyl-5-oxo-4,5-dihydro-2H-pyrazolo[4,3-b]pyridin-2-yl)acetonitrile